ethyl-L-tryptophane C(C)N[C@@H](CC1=CNC2=CC=CC=C12)C(=O)O